Tert-butyl (4-((6-aminothieno[3,2-b]pyridin-7-yl)amino)butyl)carbamate NC=1C(=C2C(=NC1)C=CS2)NCCCCNC(OC(C)(C)C)=O